methylimidazole iodonium salt [IH2+].CC=1NC=CN1